CC1=C(C(=O)O[C@H](C1)[C@@H](C)[C@H]2CC[C@@H]3[C@@]2(C[C@@H]([C@H]4[C@H]3C[C@@H]5[C@]6([C@@]4(C(=O)C=C[C@@H]6O)C)O5)O)C)CO The molecule is a withanolide that is withaferin A substituted by a hydroxy group at position 11. Isolated from Physalis longifolia, it exhibits antineoplastic activity. It has a role as a metabolite, an antineoplastic agent and a plant metabolite. It is a delta-lactone, a 27-hydroxy steroid, a 4-hydroxy steroid, an 11beta-hydroxy steroid, an enone, an ergostanoid, a primary alcohol, a secondary alcohol, a withanolide and an epoxy steroid. It derives from a withaferin A.